S1C=NC2=C1CCC2C(=O)OCC ethyl 5,6-dihydro-4H-cyclopenta[d]thiazole-4-carboxylate